(E)-4-(3-(4-methoxyphenyl)acryloyl)-7-hydroxycoumarin COC1=CC=C(C=C1)/C=C/C(=O)C1=CC(OC2=CC(=CC=C12)O)=O